3,3'-(1,3-phenylene)bis{1-(4-vinylbenzyl)-5-butyl-1H-1,2,4-triazole} C1(=CC(=CC=C1)C1=NN(C(=N1)CCCC)CC1=CC=C(C=C1)C=C)C1=NN(C(=N1)CCCC)CC1=CC=C(C=C1)C=C